C(=O)(C1=CC=C(C(C)C)C=C1)OOC(=O)C1=CC=C(C(C)C)C=C1 cumoyl peroxide